ClC=1C=C(CCN2C[C@@H]([C@H](CC2)OC)COC2=CC=C(C=C2)S(=O)(=O)C)C=CC1 |o1:8,9| (3R,4S) or (3S,4R)-1-(3-chlorophenethyl)-4-methoxy-3-((4-(methylsulfonyl)phenoxy)methyl)piperidine